COC(=O)C1=NC(=NC(=C1)C)N1C[C@@H](CCC1)COC1=C(C=CC=C1)C(F)(F)F |r| (+-)-6-methyl-2-(3-((2-(trifluoromethyl)phenoxy)methyl)piperidin-1-yl)pyrimidine-4-carboxylic acid methyl ester